C(C(C)C)C=1C=CC(=C(C1)N1CCN(CC1)CC=1N=C2N(C(C1)=O)N(C=C2)C)C=2N=NNN2 5-[[4-[5-isobutyl-2-(2H-tetrazol-5-yl)phenyl]piperazin-1-yl]methyl]-1-methyl-pyrazolo[1,5-a]pyrimidin-7-one